C(C1=CC=CC=C1)O[C@]1(C2=NN=C(C3=C(C=C(C(C(CCCC(CC1)O)O)=N3)C(F)(F)F)NC(OC(C)(C)C)=O)O2)C(F)(F)F tert-Butyl N-[(6R)-6-benzyloxy-9,13-dihydroxy-6,15-bis(trifluoromethyl)-19-oxa-3,4,18-triazatricyclo[12.3.1.12,5]nonadeca-1(17),2,4,14(18),15-pentaen-17-yl]carbamate